C(C)OC(=O)C=1C=CC=2N(C1)N=C(C2C)C=2N(C1=C(C=CC=C1C2)OCC2=CC=CC=C2)CC2CC2 2-(7-(Phenylmethoxy)-1-(cyclopropylmethyl)-1H-indol-2-yl)-3-methylpyrazolo[1,5-a]pyridine-6-carboxylic acid ethyl ester